(S)-4-(5-(5-fluoro-2-methoxypyridin-4-yl)-1H-pyrazole-3-carbonyl)-N-((S)-1-(4-hydroxybicyclo[2.2.2]octan-1-yl)ethyl)-4-azaspiro[2.5]octane-7-carboxamide FC=1C(=CC(=NC1)OC)C1=CC(=NN1)C(=O)N1C2(CC2)C[C@H](CC1)C(=O)N[C@@H](C)C12CCC(CC1)(CC2)O